3-(6-chloro-7-cyclopropyl-[1,2,4]triazolo[4,3-b]pyridazine-3-yl)-5-methyl-Isoxazole ClC=1C(=CC=2N(N1)C(=NN2)C2=NOC(=C2)C)C2CC2